C(C1=CC=CC=C1)(=O)[C@]1([C@H]([C@](O)(O[C@@H]([C@@H]1O)C(O)C(C1=CC=CC=C1)=O)CC1=CC=C(C=C1)OC)O)O 3,6-Dibenzoyl-1-(4-methoxybenzyl)-β-D-galactopyranose